Benzyl (2-(3-(3-iodophenyl)-3-methyl-4-oxobutoxy)-2-methylpropyl)(methyl)carbamate IC=1C=C(C=CC1)C(CCOC(CN(C(OCC1=CC=CC=C1)=O)C)(C)C)(C=O)C